phosphorochloridate P([O-])([O-])(=O)Cl